5-(4-chlorophenyl)-2,3-dimethyl-7-[(2R)-2-(1-methylpyrazol-4-yl)morpholino]-2,6-naphthyridin-1-one ClC1=CC=C(C=C1)C1=C2C=C(N(C(C2=CC(=N1)N1C[C@H](OCC1)C=1C=NN(C1)C)=O)C)C